heptanediamine dimethyl-maleate C/C(=C(/C(=O)O)\C)/C(=O)O.C(CCCCCC)(N)N